γ-phenyl-β-aminobutyric acid C1(=CC=CC=C1)CC(CC(=O)O)N